ClC=1C(=C(SC1Cl)C1=NN=NN1)C 5-(4,5-Dichloro-3-methylthiophen-2-yl)-1H-tetrazole